BrC=1C(=CC2=C(N=C(S2)C2CC2)C1)F 5-Bromo-2-cyclopropyl-6-fluoro-benzo[d]thiazole